Natrium citrat Dihydrat O.O.C(CC(O)(C(=O)[O-])CC(=O)[O-])(=O)[O-].[Na+].[Na+].[Na+]